(S)-N-(2-((S)-2-aminopropoxy)-6-methylpyridin-4-yl)-2-chloro-8-methyl-8-(trifluoromethyl)-7,8-dihydro-6H-pyrazolo[1,5-a]pyrrolo[2,3-e]pyrimidine-6-carboxamide N[C@H](COC1=NC(=CC(=C1)NC(=O)N1C[C@@](C2=C1C=NC=1N2N=C(C1)Cl)(C(F)(F)F)C)C)C